C(=O)O.CN(C(C1=NC(=CC=C1N1N=CN=C1)C)=O)[C@H](CNC1=NC=C(C=N1)C(F)(F)F)CC (S)-N,6-dimethyl-3-(1H-1,2,4-triazol-1-yl)-N-(1-((5-(trifluoromethyl)pyrimidin-2-yl)amino)butan-2-yl)picolinamide formic acid salt